FC1(CCC1)CNC1=NN2C(C=N1)=C(C=C2)C=2C=CC=1N(N2)C=CN1 N-((1-fluorocyclobutyl)methyl)-5-(imidazo[1,2-b]pyridazin-6-yl)pyrrolo[2,1-f][1,2,4]triazin-2-amine